CC1=C(C=CC(=C1)N1CCOCCC1)C1(CC2(C1)CC(C2)N)N 2-(2-methyl-4-(1,4-oxazepan-4-yl)phenyl)spiro[3.3]heptane-2,6-diamine